4-bromo-6-fluoro-2-(triphenylmethyl)-2H-indazole BrC=1C2=CN(N=C2C=C(C1)F)C(C1=CC=CC=C1)(C1=CC=CC=C1)C1=CC=CC=C1